2,3,5,6-tetrafluoro-4-(trifluoromethyl)thiophenol FC1=C(C(=C(C(=C1F)C(F)(F)F)F)F)S